6-bromo-N-(3-fluorobenzyl)pyridine sodium (S)-3-(3-(1,6-dimethyl-4-oxido-2-oxo-1,2-dihydropyridin-3-yl)ureido)-3-(3'-methoxy-6-methylbiphenyl-3-yl)propanoate CN1C(C(=C(C=C1C)[O-])NC(N[C@@H](CC(=O)[O-])C=1C=C(C(=CC1)C)C1=CC(=CC=C1)OC)=O)=O.[Na+].BrC1=CC=CCN1CC1=CC(=CC=C1)F.[Na+]